6-(3-hydroxypyrazol-1-yl)-2-[(4S)-2,2,4-trimethylpyrrolidin-1-yl]pyridine-3-carboxamide OC1=NN(C=C1)C1=CC=C(C(=N1)N1C(C[C@@H](C1)C)(C)C)C(=O)N